COC=C1C[C@@H](N(CC1)C(=O)OC(C)(C)C)C Tert-butyl (S)-4-(methoxymethylene)-2-methylpiperidine-1-carboxylate